1-[(4'-chloro-4,4-dimethyl-3,4,5,6-tetrahydro[1,1'-biphenyl]-2-yl)methyl]piperazine ClC1=CC=C(C=C1)C1=C(CC(CC1)(C)C)CN1CCNCC1